((2R,3S,4R,5S)-3-cyclopropyl-3,4,5-trihydroxy tetrahydrofuran-2-yl) methylbenzoate CC1=C(C(=O)O[C@H]2O[C@@H]([C@@H]([C@@]2(O)C2CC2)O)O)C=CC=C1